C(C=C)(=O)OC1(C2C3CCCC3C(C1)C2)CC 8-ethyl-8-tricyclo[5.2.1.0(2,6)]decyl acrylate